N1=C(C(=CC=C1)C(=O)O)C(=O)O PYRIDINEDICARBOXYLIC ACID